tert-Butyl 4-(5-(4,4,5,5-tetramethyl-1,3,2-dioxaborolan-2-yl)oxazol-2-yl)piperazine-1-carboxylate CC1(OB(OC1(C)C)C1=CN=C(O1)N1CCN(CC1)C(=O)OC(C)(C)C)C